ClC1=NC=CC2=CC=CC(=C12)C(CCC1OCCCO1)NS(=O)C(C)(C)C N-(1-(1-chloroisoquinolin-8-yl)-3-(1,3-dioxan-2-yl)propyl)-2-Methylpropane-2-sulfinamide